FC(C=1C=C2C(C(=NC2=CC1)C1=CC=CC=C1)=O)(F)F 5-trifluoromethyl-2-phenyl-3H-indol-3-one